3,4-dimethoxy-phenyl-formaldehyde COC=1C=C(C=CC1OC)C=O